CN1CCN(CC1)C(=O)C1=CC=C(C=C1)B(O)O 4-(4-methylpiperazine-1-carbonyl)phenylboronic acid